N-(3-oxa-9-azabicyclo[3.3.1]nonan-7-yl)-2,8,8-trifluoro-6,7,8,9-tetrahydropyrido[1,2-a]indole-10-carboxamide C12COCC(CC(C1)NC(=O)C1=C3N(C4=CC=C(C=C14)F)CCC(C3)(F)F)N2